C(C)(C)(C)OC(=O)N1CCN(CC1)CC1CCN(CC1)C1=C(C=C(C=C1)NC1(CCC1)C#N)F tert-butyl-4-[(1-[4-[(1-cyanocyclobutyl)amino]-2-fluorophenyl]piperidin-4-yl)methyl]piperazine-1-carboxylate